C(C1=CC=CC=C1)N1C(CCC1=O)C(C(C#N)=S1CCCC1)=O 3-(1-benzyl-5-oxopyrrolidin-2-yl)-3-oxo-2-(1λ4-thiolan-1-ylidene)propanenitrile